3-(5-(1-methyl-5-morpholino-1H-1,2,4-triazol-3-yl)-1-oxoisoindolin-2-yl)piperidine-2,6-dione CN1N=C(N=C1N1CCOCC1)C=1C=C2CN(C(C2=CC1)=O)C1C(NC(CC1)=O)=O